N-((4-(3-fluorophenyl)-4,5,6,7-tetrahydropyrazolo[1,5-a]pyrimidin-6-yl)methyl)acrylamide FC=1C=C(C=CC1)N1C=2N(CC(C1)CNC(C=C)=O)N=CC2